F[C@@H]1CO[C@@H](C2=CC=CC=C12)CNC 1-((1S,4S)-4-fluoroisochroman-1-yl)-N-methylmethanamine